CC1=CC=C(C=C1)CCl α-chloro-p-xylene